BrC1=CC=C2C=CC(=C(C2=C1)C1=C(OC(C2=CC=CC=C12)=O)C=1C=C(C(=O)OCC)C=CN1)O ethyl 2-(4-(7-bromo-2-hydroxynaphthalen-1-yl)-1-oxo-1H-isochromen-3-yl)isonicotinate